3'-Amino-2',3'-dideoxythymidine CC1=CN(C(=O)NC1=O)[C@H]2C[C@@H]([C@H](O2)CO)N